2-(7-acryloyl-5-(4-amino-5-methyl-6-(trifluoromethyl)nicotinoyl)-3,4,5,5a,6,7,8,9-octahydro-2H-1,2,5,7-tetraazabenzo[cd]azulen-2-yl)-5-cyclopropylphenyl acetate C(C)(=O)OC1=C(C=CC(=C1)C1CC1)N1N=C2CCN(CC3C2=C1CCN3C(C3=CN=C(C(=C3N)C)C(F)(F)F)=O)C(C=C)=O